2-bromo-7-chloro-9,9-dimethylfluorene BrC1=CC=2C(C3=CC(=CC=C3C2C=C1)Cl)(C)C